(8S)-N-[(4-carbamimidoylthiophen-2-yl)methyl]-7-{2-[(4-phenoxyphenyl)formamido]acetyl}-1,4-dioxa-7-azaspiro[4.4]nonane-8-carboxamide C(N)(=N)C=1C=C(SC1)CNC(=O)[C@H]1N(CC2(OCCO2)C1)C(CNC(=O)C1=CC=C(C=C1)OC1=CC=CC=C1)=O